C1(CC1)[C@@H](NC(=O)[C@H]1[C@@H]2C[C@@H]2CN1C(C1=CC(=CC=C1)S(=O)(=O)C)=O)C1=C(C=C(C=C1)C(F)(F)F)F (1R,2R,5S)-N-((R)-cyclopropyl(2-fluoro-4-(trifluoromethyl)phenyl)methyl)-3-(3-(methylsulfonyl)benzoyl)-3-azabicyclo[3.1.0]hexane-2-carboxamide